trioctyl-2,2',2''-((1,3,5-triazin-2,4,6-triyl)tris(3-hydroxybenzen-4,1-diyl)tripropionate) C(CCCCCCC)C(C(=O)[O-])(C)C1=CC(=C(C=C1)C1=NC(=NC(=N1)C1=C(C=C(C=C1)C(C(=O)[O-])(C)CCCCCCCC)O)C1=C(C=C(C=C1)C(C(=O)[O-])(C)CCCCCCCC)O)O